(4Z)-4-(1,3-Benzothiazol-6-ylmethylene)-2-[[(1R)-1-benzyl-2-hydroxy-ethyl]amino]-1H-imidazol-5-one S1C=NC2=C1C=C(C=C2)\C=C\2/N=C(NC2=O)N[C@@H](CO)CC2=CC=CC=C2